FC1=C(C=CC(=C1)OC1=CC(=NC=C1)NC1CCOCC1)NC1=NC=NC2=CC(=C(C=C12)NC1CCN(CC1)C(C=C)=O)OC 1-(4-((4-((2-fluoro-4-((2-((tetrahydro-2H-pyran-4-yl)amino)pyridin-4-yl)oxy)phenyl)amino)-7-methoxyquinazolin-6-yl)amino)piperidin-1-yl)prop-2-en-1-one